ClC1=C(C=CC(=C1)Cl)C=1CCCC2=C(C1C1=CC=C(C=C1)O[C@@H]1CN(CC1)CCCF)C=CC(=C2)C(=O)NN (S)-8-(2,4-dichlorophenyl)-9-(4-((1-(3-fluoropropyl)pyrrolidin-3-yl)oxy)phenyl)-6,7-dihydro-5H-benzo[7]annulene-3-carbohydrazide